4-(6-(1-(1-acryloylpiperidin-4-yl)-1H-pyrazol-4-yl)-4-amino-7-methyl-7H-pyrrolo[2,3-d]pyrimidin-5-yl)-N-(2-methoxy-2-methylpropyl)benzamide C(C=C)(=O)N1CCC(CC1)N1N=CC(=C1)C1=C(C2=C(N=CN=C2N)N1C)C1=CC=C(C(=O)NCC(C)(C)OC)C=C1